2-CHLORO-5-PROPOXYPHENYLBORONIC ACID ClC1=C(C=C(C=C1)OCCC)B(O)O